2-bromo-5H-pyrrolo[2,3-b]pyrazine-7-carboxylate BrC=1N=C2C(=NC1)NC=C2C(=O)[O-]